FC(C1=C(C(=C(C=C1)[C@H]1[C@@H](O[C@]([C@H]1C)(C(F)(F)F)C)C(=O)NC=1C=NC(=CC1)CO)OC)F)F (2R,3S,4S,5R)-3-(4-(difluoromethyl)-3-fluoro-2-methoxyphenyl)-N-(6-(hydroxymethyl)pyridin-3-yl)-4,5-dimethyl-5-(trifluoromethyl)tetrahydrofuran-2-carboxamide